[Cl-].C(CCC)[P+](CCOC)(CCCC)CCCC tri-n-butyl-2-methoxyethyl-phosphonium chloride